(3-acetyl-2,4,6-trihydroxyphenyl)-5-chloropentan-1-one C(C)(=O)C=1C(=C(C(=CC1O)O)C(CCCCCl)=O)O